6-((2-hexyldecanoyl)oxy)hexyl (2S)-1-(6-((2-hexyldecanoyl)oxy)hexyl)-4-((3-hydroxypropyl)(methyl) amino)pyrrolidine-2-carboxylate C(CCCCC)C(C(=O)OCCCCCCN1[C@@H](CC(C1)N(C)CCCO)C(=O)OCCCCCCOC(C(CCCCCCCC)CCCCCC)=O)CCCCCCCC